ethyl (Z)-2-(4-bromo-2-fluoro-5-methylbenzoyl)-3-ethoxyacrylate BrC1=CC(=C(C(=O)/C(/C(=O)OCC)=C/OCC)C=C1C)F